N-(1-(4-fluorophenoxy)propan-2-ylidene)-2-methylpropane-2-sulfinamide FC1=CC=C(OCC(C)=NS(=O)C(C)(C)C)C=C1